C(C)(C)(C)OC(=O)N1C[C@H]([C@@H](CC1)NC(=O)OCC1=CC=CC=C1)C(NC1(CC1)C1=NC=CC=N1)=O |r| racemic-(3R,4R)-4-benzyloxycarbonylamino-3-(1-pyrimidin-2-yl-cyclopropylcarbamoyl)-piperidine-1-carboxylic acid tert-butyl ester